Cl.ClC1=CC(=C(C=C1)[C@@H](C)N)F (R)-1-(4-chloro-2-fluorophenyl)ethan-1-amine hydrochloride